C1(=CC=CC2=CC3=CC=CC=C3C=C12)S(=O)(=O)O.[Rb] rubidium anthracenesulfonic acid